ClC1=C(C(=O)OCC(CCCCCCCCCCCC)CCCCCCCCCC)C=CC=N1 2-decyltetradecyl 2-chloronicotinate